C1(CCCCC1)OC1=CC=C(CNC(=O)C2=NC(=NO2)C=2C=C(C(=C(C(=O)OC)C2)O)C)C=C1 Methyl 5-(5-((4-(cyclohexyloxy) benzyl) carbamoyl)-1,2,4-oxadiazol-3-yl)-2-hydroxy-3-methylbenzoate